6-bromo-1-cyclobutyl-3-trityl-1,3-dihydro-2H-imidazo[4,5-b]pyridin-2-one BrC=1C=C2C(=NC1)N(C(N2C2CCC2)=O)C(C2=CC=CC=C2)(C2=CC=CC=C2)C2=CC=CC=C2